methyl (2S)-2-amino-3-[(3R)-5,5-dimethyl-2-oxo-pyrrolidin-3-yl]propanoate N[C@H](C(=O)OC)C[C@H]1C(NC(C1)(C)C)=O